(3R,4R)-3-Amino-1-(2-((1-isopropyl-1H-pyrazolo[3,4-b]pyridin-6-yl)amino)-5-(1-(tetrahydro-2H-pyran-4-yl)-1H-pyrazol-4-yl)pyridin-4-yl)piperidin-4-ol N[C@@H]1CN(CC[C@H]1O)C1=CC(=NC=C1C=1C=NN(C1)C1CCOCC1)NC1=CC=C2C(=N1)N(N=C2)C(C)C